The molecule is a monoterpenoid indole alkaloid that is (-)-vincadifformine which carries a hydroxy group at position 19R. A natural product found in several plant species including Catharanthus roseus and Vinca minor. It has a role as a plant metabolite. It is a monoterpenoid indole alkaloid, an organic heteropentacyclic compound, a methyl ester, an alkaloid ester, a secondary alcohol, an Aspidosperma alkaloid, a tertiary amino compound and a secondary amino compound. It is a conjugate base of a (-)-minovincinine(1+). It is an enantiomer of a (+)-minovincinine. C[C@H]([C@@]12CCCN3[C@@H]1[C@@]4(CC3)C5=CC=CC=C5NC4=C(C2)C(=O)OC)O